(M)-6,7-dichloro-4-((2S,5R)-2,5-dimethylpiperazin-1-yl)-1-(2-isopropyl-4-methylpyridin-3-yl)pyrido[2,3-d]pyrimidin-2(1H)-one ClC1=CC2=C(N(C(N=C2N2[C@H](CN[C@@H](C2)C)C)=O)C=2C(=NC=CC2C)C(C)C)N=C1Cl